1-(tert-Butyl) 5'-methyl (5'S)-3'-oxotetrahydro-3'H-spiro[piperidine-4,2'-pyrrolo[2,1-b]oxazole]-1,5'-dicarboxylate O=C1N2C(OC13CCN(CC3)C(=O)OC(C)(C)C)CC[C@H]2C(=O)OC